Methyl 5-(2-((7-ethyl-2-(2,2,2-trifluoroacetyl)-1,2,3,4-tetrahydroisoquinolin-6-yl)amino)-5-(trifluoromethyl)pyrimidin-4-yl)thiophene-3-carboxylate C(C)C1=C(C=C2CCN(CC2=C1)C(C(F)(F)F)=O)NC1=NC=C(C(=N1)C1=CC(=CS1)C(=O)OC)C(F)(F)F